ClC1=C(C=CC=C1NC=1C=NC(=CC1)OC(F)F)[C@@]1(CC(N(C(N1)=N)C1C[C@@H]2CC[C@H](C1)O2)=O)C |&1:27,30| (6S)-6-(2-Chloro-3-{[6-(difluoromethoxy)pyridin-3-yl]-amino}phenyl)-2-imino-6-methyl-3-[(1SR,5RS)-8-oxa-bicyclo[3.2.1]octan-3-yl]-hexahydropyrimidin-4-one